6-chloro-3-oxo-furo[3,2-c]pyridine-2-carboxylate ClC1=CC2=C(C=N1)C(C(O2)C(=O)[O-])=O